C(CCC)S(=S)=N butylthiosulfoximine